CN1N=CC(=C1C1=CC=C(N=N1)NCC1CC2(CN(C2)C(=O)OC(C)(C)C)C1)C tert-Butyl 6-(((6-(1,4-dimethyl-1H-pyrazol-5-yl)pyridazin-3-yl)amino)methyl)-2-azaspiro[3.3]heptane-2-carboxylate